4-((1S,4S)-4-(1-(4,5-diiodo-1H-imidazol-2-yl)ethyl)cyclohexyl)-6-fluoroquinoline IC=1N=C(NC1I)[C@@H](C)C1CCC(CC1)C1=CC=NC2=CC=C(C=C12)F